2-((R)-3-(1,1-difluoro-6-(5,6,7,8-tetrahydro-1,8-naphthyridin-2-yl)hexyl)pyrrolidin-1-yl)acetic acid FC(CCCCCC1=NC=2NCCCC2C=C1)(F)[C@H]1CN(CC1)CC(=O)O